N1=CC=C(C=C1)N1CCN(CC1)CC=1NC2=CC=C(C=C2C1)NS(=O)(=O)C N-[2-[[4-(4-pyridyl)piperazin-1-yl]methyl]-1H-indol-5-yl]methanesulfonamide